C1(=CC=CC=C1)NC1=CC=2C3(C4=CC(=CC=C4C2C=C1)NC1=CC=CC=C1)C1=CC=CC=C1C=1C=CC=CC13 N,N'-bis(phenyl)-2,7-diamino-9,9'-spirobi[fluorene]